NC1=CC=CC(=N1)S(=O)(=O)NC(=O)C=1C(=NC(=C(C1)F)OC(C(C)C)C)N1C(CC(C1)C)(C)C N-[(6-Amino-2-pyridyl)sulfonyl]-6-(1,2-dimethylpropoxy)-5-fluoro-2-(2,2,4-trimethylpyrrolidin-1-yl)pyridin-3-carboxamid